C(C1=CC=CC=C1)OC1=CC=C(C=C1)CC(C=O)=O 3-(4-(benzyloxy)phenyl)-2-oxopropanal